2-((tert-butoxycarbonyl)amino)-3-cyano-7-fluorothieno[3,2-c]pyridine 5-oxide C(C)(C)(C)OC(=O)NC1=C(C=2C=[N+](C=C(C2S1)F)[O-])C#N